(R)-3-(3-chloro-4-fluorophenyl)-1-(cyclopropyl(1-methoxyisoquinolin-4-yl)methyl)-1-ethylurea ClC=1C=C(C=CC1F)NC(N(CC)[C@@H](C1=CN=C(C2=CC=CC=C12)OC)C1CC1)=O